BrC1=CC(=C(N)C(=C1)OC)F 4-bromo-2-fluoro-6-methoxyaniline